NC=1C(=NC=C(C1Cl)I)O 3-amino-4-chloro-5-iodopyridin-2-ol